(1s,2r)-2-fluorocyclopropylamine F[C@H]1[C@H](C1)N